F[C@H](CNC(=O)C=1C(=C2C(=NC1)SC(=N2)C2=CC=CC=C2)NC(C)C)C(C)(C)O (R)-N-(2-Fluoro-3-hydroxy-3-methylbutyl)-7-(isopropylamino)-2-phenylthiazolo[5,4-b]pyridin-6-carboxamid